ClC1=CC(=CC(=N1)N1CCOCC1)S(=O)(=O)C1=CC=CC=C1 4-(6-chloro-4-(phenyl-sulfonyl)pyridin-2-yl)morpholine